(S)-2-aminopent-4-ynoic acid N[C@H](C(=O)O)CC#C